6-chloro-3-methoxy-4-[2-methoxy-1-(4-nitropyrazol-1-yl)ethyl]pyridazine ClC1=CC(=C(N=N1)OC)C(COC)N1N=CC(=C1)[N+](=O)[O-]